11-oxo-eicosatetraenoic acid O=C(CC=CC=CC=CC=CC(=O)O)CCCCCCCCC